CC1=CCCOC(C=CCC1)=O 7-Methyl-oxa-cyclodeca-6,10-dien-2-one